tert-butyl (2-fluoro-4-{3-[(trimethylsilyl)ethynyl]phenoxy}phenyl)carbamate FC1=C(C=CC(=C1)OC1=CC(=CC=C1)C#C[Si](C)(C)C)NC(OC(C)(C)C)=O